C(C(=C)C)(=O)OC(CO)C 1-Hydroxy-2-propyl methacrylate